[(1R,2S,4R)-4-{[5-({4-[(2R)-2-(3-chlorophenyl)-1-methylpyrrolidin-2-yl]-2-thienyl}carbonyl)pyrimidin-4-yl]amino}-2-hydroxycyclopentyl]methyl sulfamate S(N)(OC[C@@H]1[C@H](C[C@@H](C1)NC1=NC=NC=C1C(=O)C=1SC=C(C1)[C@]1(N(CCC1)C)C1=CC(=CC=C1)Cl)O)(=O)=O